[3-[6-(3-methoxyphenyl)imidazo[1,2-b]pyridazin-3-yl]phenyl]methanol COC=1C=C(C=CC1)C=1C=CC=2N(N1)C(=CN2)C=2C=C(C=CC2)CO